BrC1=CC(=C(C(=O)NC2CC2)C(=C1)C)C 4-bromo-N-cyclopropyl-2,6-dimethylbenzamide